COC(=O)[C@H]1CCN(C2(CC2)C1)C(=O)C1=NNC(=C1)C1=CC(=NC=C1F)C (S)-4-[5-(5-fluoro-2-methylpyridin-4-yl)-1H-pyrazole-3-carbonyl]-4-azaspiro[2.5]octane-7-carboxylic acid methyl ester